IC=1C=C(N(N1)COCC[Si](C)(C)C)C#N 5-iodo-2-(2-trimethylsilylethoxymethyl)pyrazole-3-carbonitrile